tert-butyl (S)-2-(((tert-butyldimethylsilyl)oxy)methyl)-4-((4,4,5,5-tetramethyl-1,3,2-dioxaborolan-2-yl)methylene)pyrrolidine-1-carboxylate [Si](C)(C)(C(C)(C)C)OC[C@H]1N(CC(C1)=CB1OC(C(O1)(C)C)(C)C)C(=O)OC(C)(C)C